(6aR,10aR)-1-hydroxy-6,6-dimethyl-3-pentyl-6a,7,8,10a-tetrahydro-6H-benzo[c]chromene-9-carboxylic acid OC1=C2[C@H]3[C@H](C(OC2=CC(=C1)CCCCC)(C)C)CCC(=C3)C(=O)O